C1(CC1)N1C(C(=CC=C1)NC(=O)C1=CC=2C(N=C1OC(C)C)=NNC2)=O N-(1-cyclopropyl-2-oxo-1,2-dihydropyridin-3-yl)-6-isopropoxy-2H-pyrazolo[3,4-b]Pyridine-5-carboxamide